1-bromo-1-methylethyltriethoxysilane BrC(C)(C)[Si](OCC)(OCC)OCC